(S)-(1-((3-chloro-2-fluorobenzyl)amino)-1-oxo-3-(thiophen-2-yl)propan-2-yl)carbamic acid tert-butyl ester C(C)(C)(C)OC(N[C@H](C(=O)NCC1=C(C(=CC=C1)Cl)F)CC=1SC=CC1)=O